COS(=O)(=O)C1=C(C=C(C=C1)C)C1CCC(CC1)NC(=O)OC(C)(C)C ((1r,4r)-4-((t-butoxycarbonyl)amino)cyclohexyl)-4-methylbenzenesulfonic acid methyl ester